di(propynyloxymethyl)isopropylbenzyl-ammonium chloride [Cl-].C(#CC)OC[N+](CC1=CC=CC=C1)(C(C)C)COC#CC